CNC(OCC)=O ethyl (methyl)carbamate